ClC=1C(=C(C(=CC1N1CC(CC1)(C(F)(F)F)C=O)F)S(=O)(=O)N(C1=NC(=CC=C1)F)CC1=C(C=C(C=C1)OC)OC)F 3-chloro-N-(2,4-dimethoxybenzyl)-2,6-difluoro-N-(6-fluoropyridin-2-yl)-4-(3-formyl-3-(trifluoromethyl)pyrrolidin-1-yl)benzenesulfonamide